3-chloro-N-(1-(6,7-difluoro-1-oxo-1,2-dihydroisoquinolin-4-yl)ethyl)-N-(3-hydroxypropyl)-1H-indole-2-carboxamide ClC1=C(NC2=CC=CC=C12)C(=O)N(CCCO)C(C)C1=CNC(C2=CC(=C(C=C12)F)F)=O